NC1=C(C=2C(=NC(=C(C2)C)C)N1C=1C(=C(C=CC1C)O)C)C=1OC(=NN1)N 3-(2-Amino-3-(5-amino-1,3,4-oxadiazol-2-yl)-5,6-dimethyl-1H-pyrrolo[2,3-b]pyridin-1-yl)-2,4-dimethylphenol